OC=1C=C(C=CC1C(NC=1SC(=CN1)[N+](=O)[O-])=O)N(C(OC(C)(C)C)=O)C1CCOCC1 tert-butyl (3-hydroxy-4-((5-nitrothiazol-2-yl)carbamoyl)phenyl)-(tetrahydro-2H-pyran-4-yl)carbamate